C(=O)O.CC1(CN(CCN1)C1=C2C(=NC=C1)N(CC2)C(=O)NC2=CC=1N(C=C2C)N=C(C1)C)C 4-(3,3-dimethylpiperazin-1-yl)-N-(2,6-dimethylpyrazolo[1,5-a]pyridin-5-yl)-2,3-dihydro-1H-pyrrolo[2,3-b]pyridine-1-carboxamide formate